anilinomethanesulfonate N(C1=CC=CC=C1)CS(=O)(=O)[O-]